8-tetrahydronaphthyl-(tetrahydronaphthalene) C1(CCCC2=CC=CC=C12)C=1C=CC=C2CCCCC12